1-(pyridin-4-yl)-ethylene N1=CC=C(C=C1)C=C